methyl 5-bromo-2-methylquinazoline-8-carboxylate BrC1=C2C=NC(=NC2=C(C=C1)C(=O)OC)C